CSCCO 2-(methylsulfanyl)-ethanol